1-(5-{[2-chloro-4-(trifluoromethyl)pyridin-3-yl]methoxy}pyrimidin-2-yl)-3-{[2-(trimethylsilyl)ethoxy]methyl}imidazolidine-2,4-dione ClC1=NC=CC(=C1COC=1C=NC(=NC1)N1C(N(C(C1)=O)COCC[Si](C)(C)C)=O)C(F)(F)F